N'-(4-methylphenyl)-(1,1'-biphenyl)-4,4'-diamine CC1=CC=C(C=C1)NC1=CC=C(C=C1)C1=CC=C(C=C1)N